N-(4-((S)-3-aminopiperidin-1-yl)-5-(1-((S)-pyrrolidin-3-yl)-1H-pyrazol-4-yl)pyridin-2-yl)-2-(2-fluoro-6-methoxyphenyl)pyrimidin-4-amine hydrochloride Cl.N[C@@H]1CN(CCC1)C1=CC(=NC=C1C=1C=NN(C1)[C@@H]1CNCC1)NC1=NC(=NC=C1)C1=C(C=CC=C1OC)F